(E)-2-azido-2-butenoic acid N(=[N+]=[N-])\C(\C(=O)O)=C\C